6-(4-Fluoro-2-(4-methyl-4H-1,2,4-triazol-3-yl)phenyl)-2-(4-((((1-methoxycyclopropyl)methyl)amino)methyl)-6-methylpyridin-2-yl)isoindolin-1-one FC1=CC(=C(C=C1)C1=CC=C2CN(C(C2=C1)=O)C1=NC(=CC(=C1)CNCC1(CC1)OC)C)C1=NN=CN1C